3,5-dichloro-6-cyclopropylpyrazinecarboxamide ClC=1C(=NC(=C(N1)Cl)C1CC1)C(=O)N